methyl N-(methoxycarbonyl)-3-methyl-L-valyl-(4R)-4-(trifluoromethyl)-L-prolinate COC(=O)N[C@@H](C(C)(C)C)C(=O)N1[C@@H](C[C@H](C1)C(F)(F)F)C(=O)OC